2-(2,4-difluoro-6-(methoxymethoxy)phenyl)-4,4,5,5-tetramethyl-1,3,2-dioxaborolane FC1=C(C(=CC(=C1)F)OCOC)B1OC(C(O1)(C)C)(C)C